O=C1N(CC(C1C(=O)OC)C(F)(F)F)C(=O)OC(C)(C)C 1-(tert-butyl) 3-methyl 2-oxo-4-(trifluoromethyl)pyrrolidine-1,3-dicarboxylate